(R)-(4-{[(p-chlorophenyl)methoxy]methyl}-7-azabicyclo[2.2.1]hept-1-yl)(m-fluorophenyl)methanol ClC1=CC=C(C=C1)COCC12CCC(CC1)(N2)[C@H](O)C2=CC(=CC=C2)F